5-Bromo-3-iodo-1H-pyrrolo[2,3-b]pyridine BrC=1C=C2C(=NC1)NC=C2I